3-Thiophenecarboxaldehyde S1C=C(C=C1)C=O